5-(2-chloro-4-(4-ethoxy-2-(pyridin-2-yl)-1-((tetrahydro-2H-pyran-2-yl)oxy)butan-2-yl)quinazoline-6-yl)-1,3-dimethylpyridin-2(1H)-one ClC1=NC2=CC=C(C=C2C(=N1)C(COC1OCCCC1)(CCOCC)C1=NC=CC=C1)C=1C=C(C(N(C1)C)=O)C